(5S)-2-{trans-3-[(2-chloropyridin-4-yl)oxy]cyclobutyl}-5-(3,5-difluorophenyl)-2,5,6,7-tetrahydro-3H-pyrrolo[2,1-c][1,2,4]triazol-3-one ClC1=NC=CC(=C1)O[C@@H]1C[C@H](C1)N1N=C2N(C1=O)[C@@H](CC2)C2=CC(=CC(=C2)F)F